C1(=CC=C(C=C1)C[C@H](C(=O)N)NC(=O)[C@H]1N(C[C@@H](C1)O)C([C@H](C(CC)(C)C)N1N=NC(=C1)C1CC1)=O)C1=CC=CC=C1 (2S,4R)-N-((R)-3-([1,1'-biphenyl]-4-yl)-1-amino-1-oxopropan-2-yl)-1-((S)-2-(4-cyclopropyl-1H-1,2,3-triazol-1-yl)-3,3-dimethylpentanoyl)-4-hydroxypyrrolidine-2-carboxamide